(E)-1-acetyl-3-(3-(2-(pyridin-4-yl)vinyl)-1-((2-(trimethylsilyl)ethoxy)methyl)-1H-indazole-6-carbonyl)indol-2-one C(C)(=O)N1C(C(C2=CC=CC=C12)C(=O)C1=CC=C2C(=NN(C2=C1)COCC[Si](C)(C)C)\C=C\C1=CC=NC=C1)=O